COC=1C=C(C=O)C(=CN1)OCC1=C2C=NN(C2=CC=C1)C 2-methoxy-5-((1-methyl-1H-indazol-4-yl)methoxy)isonicotinaldehyde